2-(4-ethylpiperazin-1-yl)-N-(6-(1-methyl-1H-1,2,3-triazol-4-yl)isoquinolin-3-yl)acetamide C(C)N1CCN(CC1)CC(=O)NC=1N=CC2=CC=C(C=C2C1)C=1N=NN(C1)C